pyrazino[2,1-b]quinazoline C=1N=CCN2C1N=C1C=CC=CC1=C2